FC1(CCC(CC1)N(C(=O)[C@H]1N(CCC1)S(=O)(=O)C1=CC=C(C)C=C1)CC1=CC2=C(CCO2)C(=C1)F)F (S)-1-(Toluene-4-sulfonyl)-pyrrolidine-2-carboxylic acid (4,4-difluoro-cyclohexyl)-(4-fluoro-2,3-dihydro-benzofuran-6-ylmethyl)-amide